C(C)P([O-])([O-])=O Ethyl-phosphonate